(((((2R,3S,4R,5R)-5-(6-chloro-4-((2-chlorobenzyl)amino)-1H-pyrazolo[3,4-d]pyrimidin-1-yl)-3,4-dihydroxytetrahydrofuran-2-yl)methoxy)thio)methyl)phosphonic acid ClC1=NC(=C2C(=N1)N(N=C2)[C@H]2[C@@H]([C@@H]([C@H](O2)COSCP(O)(O)=O)O)O)NCC2=C(C=CC=C2)Cl